3-Methyl-2-(2-piperazin-1-yl-1H-imidazo[4,5-b]pyridin-5-yl)-5-(trifluoromethyl)phenol CC=1C(=C(C=C(C1)C(F)(F)F)O)C1=CC=C2C(=N1)N=C(N2)N2CCNCC2